oxa-heptadec-10-ene-2-one OC(CCCCCCCC=CCCCCCC)=O